7-((4-(2-fluoro-6-(4H-1,2,4-triazol-3-yl)pyridin-3-yl)piperazin-1-yl)methyl)-6-fluorofuro[2,3-c]quinolin-4(5H)-one FC1=NC(=CC=C1N1CCN(CC1)CC=1C=CC=2C3=C(C(NC2C1F)=O)OC=C3)C3=NN=CN3